N,N'-bis[phenanthren-9-ylmethylidene]ethane-1,2-diamine C1=CC=CC=2C3=CC=CC=C3C(=CC12)C=NCCN=CC=1C2=CC=CC=C2C=2C=CC=CC2C1